BrC1=CC=2N(C=C1)C=C(N2)C2CCC(CC2)CNC(OC(C)(C)C)=O tert-Butyl {[(1r,4r)-4-(7-bromoimidazo[1,2-a]pyridin-2-yl)cyclohexyl]methyl}carbamate